BrC1=C(C=CC=C1)C=C(C(=O)[O-])Cl 3-(2-bromophenyl)-2-chloroacrylate